BrC1=CC(=CC=2C=COC21)Cl 7-bromo-5-chloro-1-benzofuran